tetracosyl-carboxylate C(CCCCCCCCCCCCCCCCCCCCCCC)C(=O)[O-]